[O-]C(=O)C(F)(F)F.N1=CC=C(C=C1)C=1C=2C=CC(=C(C3=CC=C(N3)C(=C3C=CC(C(=C4C=CC1N4)C4=CC=NC=C4)=N3)C3=CC=NC=C3)C3=CC=[NH+]C=C3)N2 4-(10,15,20-tris(pyridin-4-yl)porphyrin-5-yl)pyridin-1-ium TFA salt